N2-acetyl-9-(2'-O-benzoyl-α-L-threofuranosyl)guanine C(C)(=O)NC=1NC(C=2N=CN(C2N1)[C@H]1[C@H](OC(C2=CC=CC=C2)=O)[C@@H](O)CO1)=O